BrCCN1C2=CC=CC=C2C=2C=CC=CC12 9-(2-bromoethyl)-9H-carbazole